N-[4-(2,4-dioxo-1,2,3,4,8,9,10,11-octahydronaphtho[1,2-b][1,4]diazepine-5-yl)phenyl]-1-(2-iodophenyl)methanesulfonamide O=C1CC(N(C2=C(N1)C=1CCCCC1C=C2)C2=CC=C(C=C2)NS(=O)(=O)CC2=C(C=CC=C2)I)=O